[Mn](=O)(=O)([O-])[O-].[K+].[K+] Kalium manganat